C1(CC1)C=1N=C(C(=NC1C1=CC=CC=2N(C=NC21)C)C(=O)OC)NC=2C(=NN(C2)C2CCNCC2)C Methyl 5-cyclopropyl-6-(1-methylbenzimidazol-4-yl)-3-[[3-methyl-1-(4-piperidyl)pyrazol-4-yl]amino]pyrazine-2-carboxylate